but-2-ynoic acid (2,5-dioxopyrrolidin-1-yl) ester O=C1N(C(CC1)=O)OC(C#CC)=O